(5-(2-((1-methylpiperidin-4-yl)amino)-7H-pyrrolo[2,3-d]pyrimidin-5-yl)pyrazolo[1,5-a]pyridin-3-yl)(piperidin-1-yl)methanone CN1CCC(CC1)NC=1N=CC2=C(N1)NC=C2C2=CC=1N(C=C2)N=CC1C(=O)N1CCCCC1